(S)-(4-(4-ethylpyrazolo[1,5-a]pyridin-2-yl)-1,4,6,7-tetrahydro-5H-imidazo[4,5-c]pyridin-5-yl)(5-(1-methyl-1H-pyrazol-3-yl)-1,3,4-oxadiazol-2-yl)methanone C(C)C=1C=2N(C=CC1)N=C(C2)[C@H]2N(CCC1=C2N=CN1)C(=O)C=1OC(=NN1)C1=NN(C=C1)C